calcium arsenate iron salt [Fe+2].[As]([O-])([O-])([O-])=O.[Ca+2]